N1N=CC2=CC(=CC=C12)NC1=NC(=NC2=CC=CC=C12)C1=CC=C2C=C(NC2=C1)C(=O)NC1=CN=NC=C1 6-(4-((1H-indazol-5-yl)amino)quinazolin-2-yl)-N-(pyridazin-4-yl)-1H-indole-2-carboxamide